4-(hydroxymethyl)-phenylalanine OCC1=CC=C(C[C@H](N)C(=O)O)C=C1